NC=1N=C(C2=C(N1)C=C(C=N2)C=2C=NC(=CC2)C2CCN(CC2)C)NC(CO)(CCCC)C 2-((2-Amino-7-(6-(1-methylpiperidin-4-yl)pyridin-3-yl)pyrido[3,2-d]pyrimidin-4-yl)amino)-2-methylhexan-1-ol